N-[8-(cyclohexyloxy)-4H,5H-[1,3]thiazolo[4,5-h]quinazolin-2-yl]acetamide C1(CCCCC1)OC1=NC=2C3=C(CCC2C=N1)N=C(S3)NC(C)=O